1-(3-fluoro-4-methylbenzyl)-8-methoxy-3,4-dihydro-1H-benzo[b]azepine FC=1C=C(CN2C3=C(CCCC2)C=CC(=C3)OC)C=CC1C